(R)-N-(1-(dimethylamino)propan-2-yl)-7-hydroxy-5,6-dimethyl-6H-pyrido[4,3-b]carbazole-1-carboxamide CN(C[C@@H](C)NC(=O)C1=NC=CC2=C(C=3N(C=4C(=CC=CC4C3C=C21)O)C)C)C